1-({3,4-difluoro-2-[(2-fluoro-4-iodophenyl)amino]Phenyl}carbonyl)-3-{[(2-methylbutyl)amino]Methyl}azetidin-3-ol FC=1C(=C(C=CC1F)C(=O)N1CC(C1)(O)CNCC(CC)C)NC1=C(C=C(C=C1)I)F